BrC=1C(=C2C(C(N(C2=CC1)CC(=O)OCC)=O)(C)C)F ethyl 2-(5-bromo-4-fluoro-3,3-dimethyl-2-oxoindol-1-yl)acetate